[I-].FC=1C(=CC(=C(C1)N1C[C@H]([N+]([C@H](C1)C)(C)C)C)NC(=O)C1=CNC(C=C1C(F)(F)F)=O)C=1C=NC(=NC1)N1CCOCC1 (2R,6S)-4-(5-fluoro-4-(2-morpholinopyrimidin-5-yl)-2-(6-oxo-4-(trifluoromethyl)-1,6-dihydropyridine-3-carboxamido)phenyl)-1,1,2,6-tetramethylpiperazin-1-ium iodide